C(C)(=O)N1CC(C=C1C1=CC=CC=C1)(C)CS(=O)(=O)C1=CC=C(C=C1)C(C)=O 1-acetyl-3-(((4-acetylphenyl)sulfonyl)methyl)-3-methyl-5-phenyl-1,3-dihydro-2H-pyrrole